C(C)(C)(C)OC(=O)N1CC(CC1)N1CC2=C(C3=C(N=CN=C3N)N2CC1)C1=CC(=C(C=C1)OC1=NC=CC(=N1)C)F 3-(4-amino-5-(3-fluoro-4-((4-methylpyrimidin-2-yl)oxy)phenyl)-8,9-dihydropyrazino[1',2':1,5]pyrrolo[2,3-d]pyrimidine-7(6H)-yl)pyrrolidine-1-carboxylic acid tert-butyl ester